CC(C)OCCOCCOCCOCCO Tetraethylenglycol methylethyl ether